NCCOCCNC1=CC(=C(C(=O)NC=2SC(=CN2)C)C=C1)C 4-((2-(2-Aminoethoxy)ethyl)amino)-2-methyl-N-(5-methylthiazol-2-yl)benzamide